(1R,2R)-1-((2R,3R,4S,6R)-4-acetoxy-3-(2-acetoxyacetamido)-6-(methoxycarbonyl)-6-(oct-7-yn-1-yloxy)tetrahydro-2H-pyran-2-yl)-3-azidopropane-1,2-diyl diacetate C(C)(=O)O[C@H]([C@@H](CN=[N+]=[N-])OC(C)=O)[C@@H]1O[C@@](C[C@@H]([C@H]1NC(COC(C)=O)=O)OC(C)=O)(OCCCCCCC#C)C(=O)OC